C(C)(=O)OC=1C=CC=C2NC=C(CC(N(C)C)[2H])C12 4-acetoxy-α-mono-deutero-N,N-dimethyltryptamine